O=C1C2=C(C=NN1COCC[Si](C)(C)C)N(CCC2)C(CONC(CC2CCN(CC2)C2=NC=C(C=N2)C(F)(F)F)=O)C N-(2-(5-oxo-6-((2-(trimethylsilyl)ethoxy)methyl)-3,4,5,6-tetrahydropyrido(2,3-d)pyridazin-1(2H)-yl)propoxy)-2-(1-(5-(trifluoromethyl)pyrimidin-2-yl)piperidin-4-yl)acetamide